N,N'-diaminopropyl-1,3-butylenediamine NNCCC(C)N(N)CCC